5-(4-[(4-(3-azaspiro[5.5]undec-9-yl)piperazin-1-yl)methyl]-3,5-dimethoxyphenyl)-1,3,4-trimethyl-1,2-dihydropyridin-2-one C1CNCCC12CCC(CC2)N2CCN(CC2)CC2=C(C=C(C=C2OC)C=2C(=C(C(N(C2)C)=O)C)C)OC